ClC1=C(N=C(NC1=O)C1=CC(=NC=C1)F)N1C[C@@H](NCC1)C 5-chloro-2-(2-fluoro-4-pyridinyl)-4-[(3S)-3-methylpiperazin-1-yl]-1H-pyrimidin-6-one